BrC=1C=C2C(=C(N(C2=CC1)CC)C=1C(=NC=C(C1)B1OC(C(O1)(C)C)(C)C)[C@H](C)OC)CC(CO)(C)C (S)-3-(5-bromo-1-ethyl-2-(2-(1-methoxyethyl)-5-(4,4,5,5-tetramethyl-1,3,2-dioxaborolan-2-yl)pyridin-3-yl)-1H-indol-3-yl)-2,2-dimethylpropan-1-ol